P(F)(F)F.[Cu].[Mg].[Li] lithium magnesium copper phosphorus fluoride